2-((3-((2-(4-amino-1,2,5-oxadiazol-3-yl)-1-ethyl-4-(3-hydroxyprop-1-yn-1-yl)-1H-imidazo[4,5-c]pyridin-7-yl)oxy)propyl)amino)ethane-1-sulfonyl fluoride NC=1C(=NON1)C=1N(C2=C(C(=NC=C2OCCCNCCS(=O)(=O)F)C#CCO)N1)CC